FC=1C(=NC=NC1N1C2(CC2CC1)C=1C=NC(=CC1)C(F)(F)F)NCC1C(CN(CC1)CC(=O)N)O 2-(4-(((5-fluoro-6-(1-(6-(trifluoromethyl)pyridin-3-yl)-2-azabicyclo[3.1.0]hexan-2-yl)pyrimidin-4-yl)amino)methyl)-3-hydroxypiperidin-1-yl)acetamide